8-(1-aminoethyl)-2-ethylsulfanyl-3,6-dimethyl-chromen-4-one NC(C)C=1C=C(C=C2C(C(=C(OC12)SCC)C)=O)C